[Si](C)(C)(C(C)(C)C)OC\C=C/1\C[C@@]2(CCCN2C1)CO (S,Z)-(2-(2-((tert-butyldimethylsilyl)oxy)ethylidene)tetrahydro-1H-pyrrolizin-7a(5H)-yl)methanol